tert-butyl 2-(tetrahydro-2H-pyran-4-yl)-2,8-diazaspiro[4.5]decane-8-carboxylate O1CCC(CC1)N1CC2(CC1)CCN(CC2)C(=O)OC(C)(C)C